(R)-4-((4-(4-hydroxypiperidin-1-yl)-1-(phenylthio)butan-2-yl)amino)-3-nitrobenzenesulfonamide OC1CCN(CC1)CC[C@H](CSC1=CC=CC=C1)NC1=C(C=C(C=C1)S(=O)(=O)N)[N+](=O)[O-]